1-phenyl-2-(phenylsulfanyl)ethan-1-one C1(=CC=CC=C1)C(CSC1=CC=CC=C1)=O